FC(C=1C=C(C=C(C1)C(F)(F)F)C(C(C)N(C(C)C)CC1=C(C=CC(=C1)C(F)(F)F)C1=CC(=C(C=C1OC)C)OCCC(=O)O)O)(F)F 3-((2'-(((1-(3,5-bis(trifluoromethyl)phenyl)-1-hydroxypropan-2-yl)(isopropyl)amino)methyl)-6-Methoxy-4-methyl-4'-(trifluoromethyl)-[1,1'-biphenyl]-3-yl)oxy)propanoic acid